ClC=1C(=C(SC1Cl)C(=O)NC(C(=O)OCC)C1=CC=CC=C1)C ethyl {[(4,5-dichloro-3-methyl-2-thienyl)carbonyl]amino}(phenyl)acetate